tetrakis(2-trifluoromethylbenzyl)triallylammonium FC(C1=C(CC(C=C(CC2=C(C=CC=C2)C(F)(F)F)CC2=C(C=CC=C2)C(F)(F)F)([NH+](CC=C)CC=C)CC2=C(C=CC=C2)C(F)(F)F)C=CC=C1)(F)F